N-[4-(difluoromethoxy)-2-fluoro-phenyl]-5-(2-pyridyl)-1H-pyrrole-3-sulfonamide FC(OC1=CC(=C(C=C1)NS(=O)(=O)C1=CNC(=C1)C1=NC=CC=C1)F)F